allophanoyl chloride C(NC(=O)N)(=O)Cl